OC1=CC=C(C=C1)B1OC(C)(C)C(C)(C)O1 p-hydroxyphenyl-boronic acid pinacol ester